[Cl-].C[N+](CCCCCCCCCCCCCCCCCC)(C)CC1=CC=CC=C1 N,N-dimethyl-N-octadecylbenzylammonium chloride